FC(C1=NC(=NC(=N1)C(F)(F)F)N1C(C=2NC3=CC=C(C=C3C2CC1)Cl)CCC#N)(F)F 3-{2-[4,6-bis(trifluoromethyl)-1,3,5-triazin-2-yl]-6-chloro-2,3,4,9-tetrahydro-1H-pyrido[3,4-b]indol-1-yl}propanenitrile